C12CN(CC(N1)C2)C=2C=C1CN(CC1=CC2F)C2C(NC(CC2)=O)=O 5-(3,6-diazabicyclo[3.1.1]heptane-3-yl)-2-(2,6-dioxopiperidin-3-yl)-6-fluoroisoindoline